FC1=C(C(=CC=C1)F)[C@H](C)C1(CCN(CC1)C(C1=C(N=CC=C1)C1=NC=NC=C1)=O)C#N |r| racemic-4-(1-(2,6-difluorophenyl)ethyl)-1-(2-(pyrimidin-4-yl)nicotinoyl)piperidine-4-carbonitrile